NCCC=1C=CC(=NC1)C1=C(OC2=CC(=NN2C)N(C)C)C=C(C=C1)F 5-[2-[5-(2-aminoethyl)pyridin-2-yl]-5-fluorophenoxy]-N,N,1-trimethylpyrazole-3-amine